4-(3-((R)-[1,3'-Bipyrrolidin]-1'-yl)-5-fluoro-7,9-dihydrofuro[3,4-f]quinazolin-6-yl)-2-amino-7-fluorothieno[3,2-c]pyridine-3-carbonitrile N1(CCCC1)[C@H]1CN(CC1)C1=NC=2C(=C(C3=C(C2C=N1)COC3)C3=NC=C(C1=C3C(=C(S1)N)C#N)F)F